8-(3-chloro-2-(trifluoromethyl)phenyl)-9-(3-fluoro-4-((1-(3-fluoropropyl)azetidin-3-yl)methyl)phenyl)-6,7-dihydro-5H-benzo[7]annulene-3-carboxylic acid ClC=1C(=C(C=CC1)C=1CCCC2=C(C1C1=CC(=C(C=C1)CC1CN(C1)CCCF)F)C=CC(=C2)C(=O)O)C(F)(F)F